C(C)OC=1C=C(C=CC1)C=1N=C(SC1CC(C)C)NC1=C(C(=O)O)C=C(C=N1)C(F)(F)F 2-((4-(3-ethoxyphenyl)-5-isobutylthiazol-2-yl)amino)-5-(trifluoromethyl)nicotinic Acid